(1r,3r)-3-(3-(tert-butyl)-1H-pyrazole-5-carboxamido)cyclobutan-1-aminium chloride [Cl-].C(C)(C)(C)C1=NNC(=C1)C(=O)NC1CC(C1)[NH3+]